Pentanoic acid, (3Z)-3-hexen-1-yl ester C(CCCC)(=O)OCC\C=C/CC